tert-butyl 3-[4-[[6-[3-(2,4-dioxohexahydropyrimidin-1-yl)azetidin-1-yl]-3-pyridyl]methyl]piperazin-1-yl]propanoate O=C1N(CCC(N1)=O)C1CN(C1)C1=CC=C(C=N1)CN1CCN(CC1)CCC(=O)OC(C)(C)C